CNC(=O)NCCO N-methyl-N'-hydroxyethyl-urea